3-cyclopropyl-6-(1-methyl-1H-pyrazol-4-yl)-N-(trifluoromethyl)pyridineamide C1(CC1)C=1C(=NC(=CC1)C=1C=NN(C1)C)C(=O)NC(F)(F)F